1-ethyl (2S,3R)-2-fluoro-3-(4-fluorophenyl)-3-hydroxypropionate F[C@H](C(=O)OCC)[C@H](O)C1=CC=C(C=C1)F